CC1N(CCCC1)C(=O)C=1N=C(SC1)C(=O)N (2-methylpiperidine-1-carbonyl)thiazole-2-carboxamide